FC1=C(N=CC2=C1N=C(N=C2N2C[C@@](CCC2)(O)C)OC[C@]21CCCN1C[C@@H](C2)F)C2=CC(=CC1=CC=CC(=C21)F)O (R)-1-(8-Fluoro-7-(8-fluoro-3-hydroxynaphthalen-1-yl)-2-(((2R,7aS)-2-fluorotetrahydro-1H-pyrrolizin-7a(5H)-yl)methoxy)pyrido[4,3-d]pyrimidin-4-yl)-3-methylpiperidin-3-ol